COC=1C=C2C(N(N=C(C2=CC1OC)C1=CC=C(CNC(OC(C)(C)C)=O)C=C1)C)=O tert-butyl (4-(6,7-dimethoxy-3-methyl-4-oxo-3,4-dihydrophthalazin-1-yl)benzyl)carbamate